C(C)(C)(C)C1=CC=C(C=C1)NC(C(C1=CC=C(C=C1)OC)N(C(=O)C1=CNC(S1)=O)C)=O N-(2-((4-tert-butylphenyl)amino)-1-(4-methoxyphenyl)-2-oxoethyl)-N-methyl-2-oxo-2,3-dihydro-1,3-thiazole-5-carboxamide